C1(=CC=CC=C1)C(C(=N)C1=CC=CC=C1)=N diphenylethane-1,2-diimine